C1(=CC=CC=C1)[S+](C1=CC=CC=C1)C1=CC=CC=C1.C(\C=C/C(=O)[O-])(=O)[O-].C1(=CC=CC=C1)[S+](C1=CC=CC=C1)C1=CC=CC=C1 maleic acid triphenylsulfonium salt